3,4-DICHLORO-2,5-PYRROLEDICARBOXALDEHYDE ClC1=C(NC(=C1Cl)C=O)C=O